cyclohexanedicarboxylic acid bis(2-ethylhexyl) ester C(C)C(COC(=O)C1(CCCCC1)C(=O)OCC(CCCC)CC)CCCC